(1s,3s)-3-(5-(difluoromethyl)-1H-pyrazol-1-yl)cyclobutyl 4-nitrobenzoate [N+](=O)([O-])C1=CC=C(C(=O)OC2CC(C2)N2N=CC=C2C(F)F)C=C1